rac-dimethylsilyl-bis(tetrahydroindenyl)zirconium C[SiH](C)[Zr](C1CCC2CC=CC=C12)C1CCC2CC=CC=C12